[Li+].NC1=NN2C(C=C(C=C2)C=2C=NC(=C(C(=O)[O-])C2)OCCC)=N1 5-(2-amino-[1,2,4]triazolo[1,5-a]pyridin-7-yl)-2-propoxynicotinic acid lithium salt